N-[3-[5-bromo-1-(oxan-2-yl)pyrazolo[3,4-b]pyridine-3-carbonyl]-2,4-difluorophenyl]-1-phenylmethanesulfonamide BrC=1C=C2C(=NC1)N(N=C2C(=O)C=2C(=C(C=CC2F)NS(=O)(=O)CC2=CC=CC=C2)F)C2OCCCC2